CN1C(C=CC2=CC=CC=C12)=O 1-Methyl-2-quinolinone